Cl.COC=1C=C(C=C(C1CN1CCN(CC1)CC1CCNCC1)OC)C1=CN(C(C2=CN=CC=C12)=O)C 4-(3,5-dimethoxy-4-((4-(piperidin-4-ylmethyl)piperazin-1-yl)methyl)phenyl)-2-methyl-2,7-naphthyridin-1(2H)-one hydrochloride